tert-Butyl 4-(4-((1-(2,6-Dioxopiperidin-3-yl)-2-oxo-1,2-dihydropyrrolo[4,3,2-ij]isoquinolin-6-yl)oxy)-1H-pyrazol-1-yl)piperidine-1-carboxylate O=C1NC(CCC1N1C(C=2C=CC=C3C(=CN=C1C23)OC=2C=NN(C2)C2CCN(CC2)C(=O)OC(C)(C)C)=O)=O